FC1=CC=C(C=C1)N1CCN(C2=CC=CC=C12)CCCN1CCN(CC1)C 1-(4-(4-fluorophenyl)-3,4-dihydroquinoxalin-1(2H)-yl)-3-(4-methylpiperazin-1-yl)propan